CS(=O)(=O)C=1N=CC2=C(N1)N(C(C=C2)=O)CC(F)(F)F 2-(methylsulfonyl)-8-(2,2,2-trifluoroethyl)pyrido[2,3-d]pyrimidin-7(8H)-one